NCC(=O)C1=CC=C(C=C1)Br 2-amino-1-(4-bromophenyl)ethanone